dicalcium phosphate, dihydrate O.O.P(=O)([O-])([O-])[O-].[Ca+2].[Ca+2]